[Cl-].C(C)(C)C1=C(C(=CC=C1)C(C)C)[N+]1=CN2C(C=CC=C2C2=C(C=C(C=C2OC)OC)OC)=C1 2-(2,6-diisopropylphenyl)-5-(2,4,6-trimethoxyphenyl)imidazo[1,5-a]pyridin-2-ium chloride